BrC1=CC(=C2C(=NC(=NC2=C1F)SCC)N1C[C@H]2CC[C@@H](C1)N2C(=O)OC(C)(C)C)C tert-butyl (1R,5S)-3-(7-bromo-2-(ethylthio)-8-fluoro-5-methylquinazolin-4-yl)-3,8-diazabicyclo[3.2.1]octane-8-carboxylate